BrC1=CC(=C(C(=O)NC2=C(C=C(C=C2)F)O)C=C1)F 4-bromo-2-fluoro-N-(4-fluoro-2-hydroxyphenyl)benzamide